1-((3-fluoro-5-methoxy-2',2''-dimethyl-3''-(3-methyl-2,4-dioxo-1,2,3,4-tetrahydropyrimidine-5-carboxamido)-[1,1':3',1''-terphenyl]-4-yl)methyl)azetidine-3-carboxylic acid FC=1C=C(C=C(C1CN1CC(C1)C(=O)O)OC)C1=C(C(=CC=C1)C1=C(C(=CC=C1)NC(=O)C=1C(N(C(NC1)=O)C)=O)C)C